C(C)OC[C@@]1(CN(CC1)C1(CC1)C=1C=CC(=NC1)C)CCC1=CC=C(C=C1)F (S)-5-(1-(3-(ethoxymethyl)-3-(4-fluorophenethyl)pyrrolidin-1-yl)cyclopropyl)-2-methylpyridine